FC1(C[C@@H](N(C1)C(=O)C=1N=C(SC1C=1C=NC(=CC1C(F)F)NC1(CCC1)C(F)(F)F)C(=O)NCC(C)(C)O)C)F (S)-4-(4,4-difluoro-2-methylpyrrolidine-1-carbonyl)-5-(4-(difluoromethyl)-6-((1-(trifluoromethyl)Cyclobutyl)amino)pyridin-3-yl)-N-(2-hydroxy-2-methylpropyl)thiazole-2-carboxamide